C(C)(C)(C)OC(=O)N1[C@](C[C@H](CC1)NC(CNC(=O)OC(C)(C)C)=O)(C(=O)O)CCCCB1OC(C(O1)(C)C)(C)C (2R,4S)-1-(tert-butoxycarbonyl)-4-(2-((tert-butoxycarbonyl)amino)acetamido)-2-(4-(4,4,5,5-tetramethyl-1,3,2-dioxaborolan-2-yl)butyl)piperidine-2-carboxylic acid